[Al].[Ni].[Cu] Copper-Nickel-Aluminium